ClC=1C(=CC(=C2C(CCC12)C1CC1)OS(=O)(=O)C(F)(F)F)F 7-chloro-3-cyclopropyl-6-fluoro-2,3-dihydro-1H-inden-4-yl-trifluoromethanesulfonic acid